CC1=NC(=CC=C1NC=1C=CC2=C(OCC(N2)=O)C1)N1CCC(CC1)C(F)(F)F 7-((2-methyl-6-(4-(trifluoromethyl)piperidin-1-yl)pyridin-3-yl)amino)-2H-benzo[b][1,4]oxazin-3(4H)-one